COC=1C=C(C=C(C1)OC)C1=CC=C(OCCCNC2=CC=C(C=C2)OC)C=C1 (E)-N-(3-(4-(3,5-dimethoxyphenyl)phenoxy)propyl)-4-methoxyaniline